COC(=O)C=1C(=CC=C2C1CC(C=1C(=NC=NC21)N)(C)C)O[C@@H]2CC[C@H](CC2)NC(=O)OC(C)(C)C 4-amino-8-[trans-4-(tert-butoxycarbonylamino)cyclohexyloxy]-5,5-dimethyl-6H-benzo[H]quinazoline-7-carboxylic acid methyl ester